BrC1=NC=C(C(=C1)OC=1C(=NC(=NC1)N)NC1CCCCC1)C(C)C 5-((2-bromo-5-isopropylpyridin-4-yl)oxy)-N4-cyclohexylpyrimidine-2,4-diamine